6-methyl-2-oxo-1,2-diHydroquinoline-4-carboxylic acid CC=1C=C2C(=CC(NC2=CC1)=O)C(=O)O